B(F)(F)F TRIFLUOROBORATE